C(#N)OC1=C(C=CC=C1)C1=C(C=CC=C1)OC#N 2,2'-dicyanooxybiphenyl